ethyl (3,5-bis(benzyloxy)-4-methylpicolinoyl)glycinate C(C1=CC=CC=C1)OC=1C(=NC=C(C1C)OCC1=CC=CC=C1)C(=O)NCC(=O)OCC